C(C=C)(=O)OCCOCCOCC 2-(2-ethoxyethoxy)-ethyl acrylate